ClC1=C(C(=O)N2CCC(CC2)NC(=O)[C@H]2N(C[C@@H](C2)O)C(=O)OC(C)(C)C)C=CC(=C1)NC(=O)C=1N(C(=CN1)C1=C(C(=C(C=C1)OC)F)F)C tert-butyl (2S,4R)-2-[[1-[2-chloro-4-[[5-(2,3-difluoro-4-methoxy-phenyl)-1-methyl-imidazole-2-carbonyl]amino]benzoyl]-4-piperidyl]carbamoyl]-4-hydroxy-pyrrolidine-1-carboxylate